6-[5-Methyl-4-(2-oxo-2,3-dihydro-benzooxazol-5-ylamino)-pyrimidin-2-ylamino]-3,4-dihydro-2H-isoquinolin-1-one CC=1C(=NC(=NC1)NC=1C=C2CCNC(C2=CC1)=O)NC=1C=CC2=C(NC(O2)=O)C1